N-(5-((6-((R)-3-(3,4-dichlorophenyl)isoxazolidine-2-yl)pyrimidine-4-yl)amino)-4-methoxy-2-(4-(1-methylpiperidine-4-yl)piperazine-1-yl)phenyl)acrylamide ClC=1C=C(C=CC1Cl)[C@@H]1N(OCC1)C1=CC(=NC=N1)NC=1C(=CC(=C(C1)NC(C=C)=O)N1CCN(CC1)C1CCN(CC1)C)OC